C(C)(C)(C)OC(=O)N1CCC(CC1)C=1C=C2C(=C(NC2=CC1)C1=CC(=NC(=C1)C)C1CC1)C(C)C 4-(2-(2-cyclopropyl-6-methylpyridin-4-yl)-3-isopropyl-1H-indol-5-yl)piperidine-1-carboxylic acid tert-butyl ester